N1(CCC2=CC=CC=C12)S(=O)(=O)C1=CC=C(C=C1)NC(C1=CC(=CC=C1)[N+](=O)[O-])=O N-(4-(indolin-1-ylsulfonyl)phenyl)-3-nitrobenzamide